1-[5-tert-butyl-2-(2-methylpyridin-5-yl)-2H-pyrazol-3-yl]-3-[4-(2-(3,4-dihydro-2H-pyrano[2,3-b]pyridin-5-yl)ethoxy)naphthalen-1-yl]-urea C(C)(C)(C)C=1C=C(N(N1)C=1C=CC(=NC1)C)NC(=O)NC1=CC=C(C2=CC=CC=C12)OCCC1=C2C(=NC=C1)OCCC2